CC1=NOC(=C1CN1N=CC(=C1)N1C(N(CC1=O)CC1=CC(=CC=C1)O)=O)C 3-(1-((3,5-dimethylisoxazol-4-yl)methyl)-1H-pyrazol-4-yl)-1-(3-hydroxybenzyl)imidazolidine-2,4-dione